1-butyl-3-Octylimidazolium acetate C(C)(=O)[O-].C(CCC)N1C=[N+](C=C1)CCCCCCCC